C(C)(C)(C)OC(=O)N1CC(C1)C1=CC=C(C=C1)OC1CCCC1.C1(CCCC1)OC1=CC=C(C=C1)C1CN(C1)C(=O)N1C[C@@H]2[C@@H](OCC(N2)=O)CC1 (4aR,8aS)-6-(3-(4-(Cyclopentyloxy)phenyl)azetidine-1-carbonyl)hexahydro-2H-pyrido[4,3-b][1,4]oxazin-3(4H)-one tert-Butyl-3-(4-(cyclopentyloxy)phenyl)azetidine-1-carboxylate